C1=NC(=CC2=CC=CC=C12)COC1=CC=CC(=N1)C1CCN(CC1)CC1=NC2=C(N1C[C@H]1OCC1)C=C(C=C2)C(=O)OC(C)(C)C t-butyl (S)-2-((4-(6-(isoquinolin-3-ylmethoxy) pyridin-2-yl) piperidin-1-yl) methyl)-1-(oxetan-2-ylmethyl)-1H-benzo[d]imidazole-6-carboxylate